(Z)-2-(1-(4-aminocarbonyl-3,5-dimethoxybenzylidene)-5-fluoro-2-methyl-1H-inden-3-yl)-N-((1-methyl-1H-pyrrol-2-yl)methyl)acetamide NC(=O)C1=C(C=C(\C=C/2\C(=C(C3=CC(=CC=C23)F)CC(=O)NCC=2N(C=CC2)C)C)C=C1OC)OC